N(CC(=O)[O-])(CC(=O)[O-])CC(=O)[O-].[Na+].[Na+].[Na+] trisodium nitrilotriacetate